2-cyano-6-cyclopropyl-pyridine-3-carboxylic acid C(#N)C1=NC(=CC=C1C(=O)O)C1CC1